C(C)OC(C(CCC)(C)C)=O 2,2-Dimethylpentanoic acid Ethyl ester